C[C@H](C(N[C@@H]1C(N(CCC2=C1C=CC=C2)C)=O)=O)C(C(=O)N)CC (1S)-1-methyl-2-oxo-2-[[(1S)-2,3,4,5-tetrahydro-3-methyl-2-oxo-1H-3-benzazepin-1-yl]amino]ethylbutanamide